7-chloro-3-(2,3-dichlorophenyl)pteridine-2,4(1H,3H)-dione ClC1=CN=C2C(N(C(NC2=N1)=O)C1=C(C(=CC=C1)Cl)Cl)=O